(9H-carbazol-9-yl)phenol C1=CC=CC=2C3=CC=CC=C3N(C12)C1=C(C=CC=C1)O